C1(C2=C(C(O1)=O)C=C1C=C3C(C(OC3=O)=O)=CC1=C2)=O 3H-naphtho[2,3-c:6,7-c']difuran-1,3,6,8-tetraone